2-(5-methyl-1H-indol-3-yl)ethylazanium chloride [Cl-].CC=1C=C2C(=CNC2=CC1)CC[NH3+]